tert-Butyl 3-(tert-butyldimethylsilyloxy)-1-oxo-8-azaspiro[4.5]decane-8-carboxylate [Si](C)(C)(C(C)(C)C)OC1CC(C2(C1)CCN(CC2)C(=O)OC(C)(C)C)=O